Cl.C1(CC1)C(C(N)=N)O 2-cyclopropyl-2-hydroxyethanimidamide hydrochloride